3-formyl-N-methylisoquinoline-7-carboxamide C(=O)C=1N=CC2=CC(=CC=C2C1)C(=O)NC